hexenyltri-iso-butoxysilane C(=CCCCC)[Si](OCC(C)C)(OCC(C)C)OCC(C)C